R-6-amino-2-cyclopropyl-5-(3-hydroxy-2,6-dimethyl-phenyl)-3-(trideuteriomethyl)pyrrolo[2,3-b]pyrazine-7-carboxamide NC1=C(C=2C(=NC(=C(N2)C2CC2)C([2H])([2H])[2H])N1C1=C(C(=CC=C1C)O)C)C(=O)N